4-(10-bromodecyloxy)anisole BrCCCCCCCCCCOC1=CC=C(C=C1)OC